N-(3-(N-(4-((difluoromethyl)thio)phenyl)sulfamoyl)phenyl)furan-2-carboxamide FC(SC1=CC=C(C=C1)NS(=O)(=O)C=1C=C(C=CC1)NC(=O)C=1OC=CC1)F